4-(5-(1-((2H-1,2,3-triazol-4-yl)methyl)piperidin-4-yl)-3-ethyl-1H-indol-2-yl)-1H-pyrazolo[3,4-b]pyridine N=1NN=C(C1)CN1CCC(CC1)C=1C=C2C(=C(NC2=CC1)C1=C2C(=NC=C1)NN=C2)CC